6-(3-chloro-6-cyano-2-fluorophenyl)-3-methyl-N-(1-((S or R)-1-(5-methyl-6-((1R,5S)-2-oxo-3-azabicyclo[3.1.0]hex-3-yl)pyridin-3-yl)ethyl)-1H-pyrazol-4-yl)pyrazine-2-carboxamide ClC=1C(=C(C(=CC1)C#N)C1=CN=C(C(=N1)C(=O)NC=1C=NN(C1)[C@@H](C)C=1C=NC(=C(C1)C)N1C([C@@H]2C[C@@H]2C1)=O)C)F |o1:23|